COC(C(CC=1N=NN(C1)[C@@H](C(C)(C)C)C(=O)N1[C@@H](C[C@H](C1)O)C(NC)=O)(C)C)=O 3-[1-[(1S)-1-[(2S,4r)-4-hydroxy-2-(methylcarbamoyl)pyrrolidine-1-carbonyl]-2,2-dimethyl-propyl]triazol-4-yl]-2,2-dimethyl-propionic acid methyl ester